FC(C1=CC=CC(=N1)S(=O)(=O)C1=CC=C(C=C1)CNC(=O)C1=CC=2C(=CN=CC2)O1)(F)F N-({4-[6-(trifluoromethyl)pyridine-2-sulfonyl]phenyl}methyl)furo[2,3-c]pyridine-2-carboxamide